(3S)-3-[[3-(1-hydroxyethyl)-6-[5-[(6-methylpyridazin-3-yl)amino]benzimidazol-1-yl]-2-pyridinyl]oxy]pyrrolidine-1-carboxylic acid tert-butyl ester C(C)(C)(C)OC(=O)N1C[C@H](CC1)OC1=NC(=CC=C1C(C)O)N1C=NC2=C1C=CC(=C2)NC=2N=NC(=CC2)C